5-(1,3-Benzodioxol-5-yl)-2-methyl-3-furoic acid O1COC2=C1C=CC(=C2)C2=CC(=C(O2)C)C(=O)O